(5S)-5-[[[5-(3-bromo-2-methyl-phenyl)-3-methoxy-pyrazin-2-yl]methylamino]methyl]pyrrolidin-2-one BrC=1C(=C(C=CC1)C=1N=C(C(=NC1)CNC[C@@H]1CCC(N1)=O)OC)C